8-Methyl-2-[phenyl-(2H2)methyl]-4,5-dihydro-2H-furo[2,3-g]indazole-7-carboxylic acid CC1=C(OC=2CCC3=CN(N=C3C21)C([2H])([2H])C2=CC=CC=C2)C(=O)O